NC=1N=C(C2=C(N1)NC=C2)OC2=CC=C(C=C2)NC(N[C@H](C(=O)O)CCCC2=CC=CC=C2)=O (S)-2-(3-(4-((2-amino-7H-pyrrolo[2,3-d]pyrimidin-4-yl)oxy)phenyl)ureido)-5-phenylpentanoic acid